(E)-N-(4-(1-(4-(4-(6-(2-(2,6-dioxopiperidin-3-yl)-1-oxoisoindolin-4-yl)hex-5-yn-1-yl)piperazin-1-yl)benzoyl)piperidin-4-yl)butyl)-3-(pyridin-3-yl)acrylamide O=C1NC(CCC1N1C(C2=CC=CC(=C2C1)C#CCCCCN1CCN(CC1)C1=CC=C(C(=O)N2CCC(CC2)CCCCNC(\C=C\C=2C=NC=CC2)=O)C=C1)=O)=O